N-methyl-9-oxo-9H-thioxanthene-3-carboxamide 10,10-dioxide CNC(=O)C=1C=CC=2C(C3=CC=CC=C3S(C2C1)(=O)=O)=O